2-Isopropyl-4-methyl-1-(3-phenylpropyl)-1H-pyrrole-3-carboxylic acid C(C)(C)C=1N(C=C(C1C(=O)O)C)CCCC1=CC=CC=C1